(5R)-5-benzyl-1-piperidinecarboxylic acid C(C1=CC=CC=C1)[C@H]1CCCN(C1)C(=O)O